2,2'-(1,4-phenylene)-bis(6-sulfo-1H-benzimidazole-4-sulfonic acid) C1(=CC=C(C=C1)C1=NC2=C(N1)C=C(C=C2S(=O)(=O)O)S(=O)(=O)O)C2=NC1=C(N2)C=C(C=C1S(=O)(=O)O)S(=O)(=O)O